methyl 1-(4-chlorophenyl)-3-(trifluoromethylsulfonyloxy)pyrazolo[3,4-d]pyrimidine-6-carboxylate ClC1=CC=C(C=C1)N1N=C(C=2C1=NC(=NC2)C(=O)OC)OS(=O)(=O)C(F)(F)F